tert-butyl (R)-aminopyrrolidine-1-carboxylate N[C@@H]1N(CCC1)C(=O)OC(C)(C)C